HYDROXYBUTANIC ACID OC(C(=O)O)CC